methyl (1R)-2'-fluoro-3'-methyl-3-oxospiro[cyclohexane-1,1'-indene]-4-carboxylate FC=1[C@@]2(C3=CC=CC=C3C1C)CC(C(CC2)C(=O)OC)=O